FC(CN1N=C(C(=C1)C)S(=O)(=O)N1N=C2C(=C1)CN(C2)C([C@@H](CO)C2=C(C=CC=C2)F)=O)F (2R)-1-{2-[1-(2,2-difluoroethyl)-4-methylpyrazol-3-ylsulfonyl]-4H,6H-pyrrolo[3,4-c]pyrazol-5-yl}-2-(2-fluorophenyl)-3-hydroxypropan-1-one